N-(2-(n-hexoxy)ethyl)-3-(pyrrolidinyl)propan-1-amine C(CCCCC)OCCNCCCN1CCCC1